CN(C)CC=1C=C(C=NC1C1COCC1)N 5-((dimethylamino)methyl)-6-(tetrahydrofuran-3-yl)pyridin-3-amine